Styrene-Acrylic-Maleic Anhydride C(\C=C/C(=O)O)(=O)OC(C=CC=CC1=CC=CC=C1)=O